potassium fluoroalcohol FO.[K]